(2S,5R)-5-(3,5-difluorophenyl)-1-(2'-methoxy-[1,1'-biphenyl]-4-carbonyl)pyrrolidine-2-carboxylic acid FC=1C=C(C=C(C1)F)[C@H]1CC[C@H](N1C(=O)C1=CC=C(C=C1)C1=C(C=CC=C1)OC)C(=O)O